(3-thienyl)carbamate S1C=C(C=C1)NC([O-])=O